N1C=C(C2=CC=CC=C12)CCNC1=NC(=NC2=CC=CC=C12)NC(C)CC N4-(2-(1H-indol-3-yl)ethyl)-N2-(sec-butyl)quinazoline-2,4-diamine